(1S,2S)-1,2-di(2-naphthyl)ethylenediamine hydrochloride Cl.C1=C(C=CC2=CC=CC=C12)[C@@H]([C@@H](N)C1=CC2=CC=CC=C2C=C1)N